3-hydroxy-5-pentyl-2-(3-methyl-6-isopropenylcyclohex-2-enyl)phenolate OC=1C(=C(C=C(C1)CCCCC)[O-])C1C=C(CCC1C(=C)C)C